(S)-2-(4-((4-ethoxy-3-(1-methyl-7-oxo-3-propyl-6,7-dihydro-1H-pyrazolo[4,3-d]pyrimidin-5-yl)phenyl)sulfonyl)piperazin-1-yl)ethyl (S)-5,6-bis(nitrooxy)hexanoate [N+](=O)([O-])O[C@@H](CCCC(=O)OCCN1CCN(CC1)S(=O)(=O)C1=CC(=C(C=C1)OCC)C=1NC(C2=C(N1)C(=NN2C)CCC)=O)CO[N+](=O)[O-]